CN(C1=C(C=CC=C1)PC(C)(C)C)C (2-dimethylaminophenyl)-tert-butylphosphine